ClC=1C=C(C=CC1C=1N(C2=NC=NC(=C2N1)OC1(CC1)C)CC1=NC=CC(=C1)C)CC(=O)NCCO 2-(3-chloro-4-(6-(1-methylcyclopropoxy)-9-((4-methylpyridin-2-yl)methyl)-9H-purin-8-yl)phenyl)-N-(2-hydroxyethyl)acetamide